fluoroniobium titanium [Ti].F[Nb]